(E)-3-hydroxy-5-(4,4,4-trifluorobut-2-en-2-yl)isobenzofuran-1(3H)-one OC1OC(C2=CC=C(C=C12)\C(\C)=C\C(F)(F)F)=O